benzyl 3-(2-(methylthio)-5,6,7,8-tetrahydropyrido[3,4-d]pyrimidin-4-yl)-3,8-diazabicyclo[3.2.1]octane-8-carboxylate CSC=1N=C(C2=C(N1)CNCC2)N2CC1CCC(C2)N1C(=O)OCC1=CC=CC=C1